C(C1=CC=CC=C1)SC1=CC=C(C=C1)NC([C@H](CC1=CC=CC=C1)NCC)=O (S)-N-(4-(benzylthio)phenyl)-2-(ethylamino)-3-phenylpropanamide